NC1=NN2C(N=C(C=C2)C=2C=C3CN(C(C3=C(C2)NS(=O)(=O)C)=O)[C@@H](C)C2CC2)=C1C(=O)N[C@@H](CO)C1CC1 2-amino-N-((R)-1-cyclopropyl-2-hydroxyethyl)-5-(2-((S)-1-cyclopropylethyl)-7-(methylsulfonamido)-1-oxoisoindolin-5-yl)pyrazolo[1,5-a]pyrimidine-3-carboxamide